(S)-sodium 3-cyano-5-methyl-hexanoate C(#N)C(CC(=O)[O-])CC(C)C.[Na+]